COC(C1=CC(=C(C=C1)CC)S(NC1=C(C=CC(=C1)C#N)N1CC(CCC1)O)(=O)=O)=O 3-(N-(5-cyano-2-(3-hydroxypiperidin-1-yl)phenyl)sulfamoyl)-4-ethylbenzoic acid methyl ester